3-bromo-N-(2-methoxyphenyl)butyramide methyl-7,7-dimethyl-4-(5-methyl-1H-indazol-4-yl)-2-(2-(2-propenoyl)-2,6-diazaspiro[3.4]octan-6-yl)-5,6,7,8-tetrahydro-3-quinolinecarboxylate COC(=O)C=1C(=NC=2CC(CCC2C1C1=C2C=NNC2=CC=C1C)(C)C)N1CC2(CN(C2)C(C=C)=O)CC1.BrC(CC(=O)NC1=C(C=CC=C1)OC)C